NC1=NC(=NN2C1=NC=C2CC=2C=NC(=CC2)OCCNC)O[C@@H](CCO)CCC |o1:23| (R or S)-3-((4-amino-7-((6-(2-(methylamino)ethoxy)pyridin-3-yl)methyl)imidazo[2,1-f][1,2,4]triazin-2-yl)oxy)hexan-1-ol